7-((2R,3R,4S,5R)-5-((R)-(4-chloro-3-methylphenyl)(hydroxy)methyl)-3,4-dihydroxy-4-methyltetrahydrofuran-2-yl)-1,7-dihydro-4H-pyrrolo[2,3-d]pyrimidin-4-one O-methyl oxime CON=C1C2=C(NC=N1)N(C=C2)[C@@H]2O[C@@H]([C@@]([C@H]2O)(C)O)[C@H](O)C2=CC(=C(C=C2)Cl)C